S1C(=CC=C1)C=1C(=NC=CC1)C1=NC=CC=C1 thienyl-bipyridine